methyl 5-(benzyloxy)-6-(pyridin-3-yl)pyrimidine-4-carboxylate C(C1=CC=CC=C1)OC=1C(=NC=NC1C=1C=NC=CC1)C(=O)OC